4'-(3-methoxy-4-(4-methyl-1H-imidazol-1-yl)benzoyl)-[1,1'-biphenyl]-4-carbaldehyde COC=1C=C(C(=O)C2=CC=C(C=C2)C2=CC=C(C=C2)C=O)C=CC1N1C=NC(=C1)C